OC(C(=O)O)(C(=O)O)O 2,2-dihydroxymalonic acid